(R)-tert-butyl-N-tert-butoxycarbonyl-((2-(3-(((tert-butyldiphenylsilyl)-oxy) methyl) piperazin-1-yl) pyrimidin-5-yl) methyl) carbamate C(N)(OCC=1C=N[C@H](N(C1)C(=O)OC(CC(C)(C)C)(C)C)N1CC(NCC1)CO[Si](C1=CC=CC=C1)(C1=CC=CC=C1)C(C)(C)C)=O